[N+]1(=CC=CC=C1)[O-] PYRIDINE 1-OXIDE